4-((R)-4-(1-(1-(bicyclo[1.1.1]pentan-1-yl)-1H-pyrazol-4-yl)-5-chloro-1H-indazol-6-yl)-2-methylpiperazin-1-yl)-4-methyltetrahydrofuran-3-ol C12(CC(C1)C2)N2N=CC(=C2)N2N=CC1=CC(=C(C=C21)N2C[C@H](N(CC2)C2(C(COC2)O)C)C)Cl